(1R,2S,3R,5R)-3-[4-(methylamino)pyrrolo[2,3-d]pyrimidin-7-yl]-5-{[(morpholin-2-ylmethyl)amino]methyl}cyclopentane-1,2-diol CNC=1C2=C(N=CN1)N(C=C2)[C@H]2[C@@H]([C@@H]([C@H](C2)CNCC2CNCCO2)O)O